(5-fluoro-1-(4-methoxybenzyl)-1H-1,2,3-triazol-4-yl)methanol sodium [Na].FC1=C(N=NN1CC1=CC=C(C=C1)OC)CO